ClC=1C=NC(=C(C(=O)NC2CCC(CC2)CN2C(N(C3=C2C=CC=C3)C=3C(=NC(=CC3)C)C)=O)C1)C(F)F 5-chloro-2-(difluoromethyl)-N-((1r,4r)-4-((3-(2,6-dimethyl-pyridin-3-yl)-2-oxo-2,3-dihydro-1H-benzo[d]imidazol-1-yl)methyl)cyclohexyl)nicotinamide